C(C)(=O)OC1=CC(=C(C=C1F)CC(=O)O)F (4-acetoxy-2,5-difluorophenyl)acetic acid